[NH4+].C(CCCCCCCCC\C=C/CCCCCC)(=O)N(C)CC(=O)O (Z)-octadeca-11-enoyl-sarcosine ammonium